(1s,3S,5'S,7a'R)-5'-(3,5-difluorophenyl)-3-((5-fluoropyridin-2-yl)oxy)tetrahydro-3'H-spiro[cyclobutane-1,2'-pyrrolo[2,1-b]oxazol]-3'-one FC=1C=C(C=C(C1)F)[C@@H]1CC[C@H]2OC3(C(N21)=O)CC(C3)OC3=NC=C(C=C3)F